C(CCCCC)C(CC(=O)OCCCCCC(CCCCCOC(CN(C)C(C(CCCCCCCC)CCCCCC)=O)=O)N(C)CCCCO[Si](C1=CC=CC=C1)(C1=CC=CC=C1)C(C)(C)C)CCCCCCCC 6-((4-((tert-Butyldiphenylsilyl)oxy)butyl)(methyl)amino)-11-((N-(2-hexyldecanoyl)-N-methylglycyl)oxy)undecyl 3-hexylundecanoate